C1=CC=CC=2C3=CC=CC=C3C(C12)COC(=O)NC(C(=O)O)CO 2-((((9H-fluoren-9-yl)methoxy)carbonyl)amino)-3-hydroxypropanoic acid